4-fluoro-N-{[3-fluoro-4-(prop-2-yl)phenyl](phenyl)methyl}-1-(2-{3-oxo-2h,3h-[1,2,4]triazolo[4,3-a]pyridin-8-yl}acetyl)pyrrolidine-2-carboxamide FC1CC(N(C1)C(CC=1C=2N(C=CC1)C(NN2)=O)=O)C(=O)NC(C2=CC=CC=C2)C2=CC(=C(C=C2)C(C)C)F